F[C@H]1CN(C[C@H]1F)C=1C=C2C(=CC=NC2=CC1)C(=O)OC(C)(C)C tert-butyl 6-((3S,4R)-3,4-difluoropyrrolidin-1-yl)quinoline-4-carboxylate